FC1=CC(=C(C=C1)C1=NC(=NC=N1)NC1=CC(=CC=C1)CS(=O)(=N)C)OC 4-(4-fluoro-2-methoxyphenyl)-N-{3-[(S-methylsulfonimidoyl)methyl]phenyl}-1,3,5-triazin-2-amine